2-(4-benzoylpiperazin-1-yl)-5-hydroxy-N-(isoxazol-4-yl)-1-methyl-6-oxo-1,6-dihydropyrimidine-4-carboxamide C(C1=CC=CC=C1)(=O)N1CCN(CC1)C=1N(C(C(=C(N1)C(=O)NC=1C=NOC1)O)=O)C